3,6,9-trioxaundecanedioate C(COCCOCCOCC(=O)[O-])(=O)[O-]